COC(=O)[C@@H]1CC[C@H](CC1)CBr.BrC=1C=C2C(=NC=NC2=CC1)N[C@H](C(=O)N(C)C)C[Se]C (R)-2-((6-bromo-4-quinazolinyl)amino)-N,N-dimethyl-3-(methylseleno)propanamide methyl-trans-4-(bromomethyl)cyclohexanecarboxylate